C(C)N1C(NC2=C(C1=O)SC(=C2)CN2CC(N(CC2)C=2C=CC(=NC2C)C(=O)NC)C)=O 5-(4-((3-ethyl-2,4-dioxo-1,2,3,4-tetrahydrothieno[3,2-d]pyrimidin-6-yl)methyl)-2-methylpiperazin-1-yl)-N,6-dimethylpicolinamide